pentatriacontyl oleate C(CCCCCCC\C=C/CCCCCCCC)(=O)OCCCCCCCCCCCCCCCCCCCCCCCCCCCCCCCCCCC